(+-)-2-Ethyl-4,4-dimethylcyclohexanone C(C)[C@H]1C(CCC(C1)(C)C)=O |r|